ICC1C2C(N(C1C=C2)CC2=CC=C(C=C2)OC)=O 7-(iodomethyl)-3-[(4-methoxyphenyl)methyl]-3-azabicyclo[2.2.1]hept-5-en-2-one